CC1=C(C=C(O1)C(=O)NC1=NC(=NS1)CC(C)=O)C1=CC(=CC=C1)OC(F)(F)F 5-methyl-4-(3-(trifluoromethoxy)phenyl)-N-(3-(2-oxopropyl)-1,2,4-thiadiazol-5-yl)furan-2-carboxamide